FC1=C(C(=CC(=C1)COCCC)F)C#CC1=CC(=C(C(=C1)F)C1=CC(=C(C(=C1)F)C#N)F)F 4'-((2,6-difluoro-4-(propoxymethyl)phenyl)ethynyl)-2',3,5,6'-tetrafluoro-[1,1'-biphenyl]-4-carbonitrile